3-(thiophen-3-yl)-1,2-oxazole-5-carboxylic acid ethyl ester C(C)OC(=O)C1=CC(=NO1)C1=CSC=C1